CC1(CN2C3=C(C(=C2C1)C(=O)OC)C(NCC3)=O)C methyl 7,7-dimethyl-1-oxo-2,3,4,6,7,8-hexahydro-1H-pyrido[3,4-b]pyrrolizine-9-carboxylate